2-iodoethyl (R)-10-((((9H-fluoren-9-yl)methoxy)carbonyl)amino)-12-(2-(6-((tert-butoxy carbonyl)amino)-9H-purin-9-yl)acetyl)-2,5,8-trioxa-12-azatetradecan-14-oate C1=CC=CC=2C3=CC=CC=C3C(C12)COC(=O)N[C@@H](COCCOCCOC)CN(CC(=O)OCCI)C(CN1C2=NC=NC(=C2N=C1)NC(=O)OC(C)(C)C)=O